3-bromo-1-methyl-5-nitropyridin-2(1H)-one BrC=1C(N(C=C(C1)[N+](=O)[O-])C)=O